Pyrimido[1',6':1,5]pyrazolo[4,3-b][1,7]naphthyridine C1=NC=CC=2N1N=C1C2N=C2C=NC=CC2=C1